C1=CC=CC=2C3=CC=CC=C3N(C12)C1=C(C#N)C=C(C(=C1N1C2=CC=CC=C2C=2C=CC=CC12)N1C2=CC=CC=C2C=2C=CC=CC12)C1=NC(=NC(=N1)C1=CC=CC=C1)C1=CC=CC=C1 2,3,4-tri(9H-carbazol-9-yl)-5-(4,6-diphenyl-1,3,5-triazin-2-yl)benzonitrile